C1(=NC=CC2=CC=CC=C12)C=C1C(NC(C(N1)=O)=CC1=CC(=CC=C1)C(C1=CC=C(C=C1)F)=O)=O 3-(isoquinolin-1-ylmethylene)-6-(3-(4-fluorobenzoyl)benzylidene)piperazine-2,5-dione